C1(=CC=CC=C1)P(=O)(C1=CC=CC=C1)CC(=O)C1=CC=C(C=C1)C 2-(Diphenyl-phosphoryl)-1-(p-tolyl)ethane-1-one